C1=NC=C(C2=CC=CC=C12)N1C(N(C2=CC=C(C=C2C1=O)C(F)(F)F)CC(C(=O)N)=C)=O 2-((3-(isoquinolin-4-yl)-2,4-dioxo-6-(trifluoromethyl)-3,4-dihydroquinazolin-1(2H)-yl)methyl)acrylamide